FC1=C(C(=O)OC)C=C(C=N1)O methyl 2-fluoro-5-hydroxynicotinate